1-cyano-N-(4-(3-cyanophenyl)-5-fluorothiazol-2-yl)-N-methylpyrrolidine-2-carboxamide C(#N)N1C(CCC1)C(=O)N(C)C=1SC(=C(N1)C1=CC(=CC=C1)C#N)F